TERT-BUTYL 2-FORMYLQUINOLIN-8-YLCARBAMATE C(=O)C1=NC2=C(C=CC=C2C=C1)NC(OC(C)(C)C)=O